C\C(=C/CC=1C(=C(C(=O)O)C(=CC1O)CCCC=C)O)\CCC=C(C)C 3-[(2E)-3,7-dimethylocta-2,6-dien-1-yl]-2,4-dihydroxy-6-(pent-4-en-1-yl)benzoic acid